tert-butyl (12aR)-9-bromo-10-chloro-6-oxo-3,4,12,12a-tetrahydro-6H-pyrazino[2,1-c][1,4]benzooxazepine-2(1H)-carboxylate BrC1=C(C2=C(C(N3[C@@H](CO2)CN(CC3)C(=O)OC(C)(C)C)=O)C=C1)Cl